C(=O)C1=CC=C(OCCC2CCN(CC2)C(=O)OCC2=CC(=CC(=C2)Cl)Cl)C=C1 3,5-dichlorobenzyl 4-(2-(4-formylphenoxy)ethyl)piperidine-1-carboxylate